N-(3-chloro-5-(methylsulfonyl)phenyl)-1-(5-(2-methylmorpholino)pyridin-2-yl)-1H-pyrazole-4-carboxamide ClC=1C=C(C=C(C1)S(=O)(=O)C)NC(=O)C=1C=NN(C1)C1=NC=C(C=C1)N1CC(OCC1)C